C(C1=CC=CC=C1)C=1C(OC2=CC(=CC=C2C1C)OCC(CNC1CCOCC1)O)=O 3-benzyl-7-(2-hydroxy-3-((tetrahydro-2H-pyran-4-yl)amino)propoxy)-4-methyl-2H-chromen-2-one